2-Chloro-N-(5-chloro-2-(1H-1,2,3-triazol-1-yl)phenyl)acetamide ClCC(=O)NC1=C(C=CC(=C1)Cl)N1N=NC=C1